(R)-6-fluoro-2-(8-methyl-5,6,7,8-tetrahydro-[1,2,4]triazolo[4,3-a]pyrazine-3-yl)benzo[d]thiazole FC1=CC2=C(N=C(S2)C2=NN=C3N2CCN[C@@H]3C)C=C1